N-((R)-1-phenylethyl)-6-(quinolin-5-yl)-2,3,4,9-tetrahydro-1H-carbazol-1-amine C1(=CC=CC=C1)[C@@H](C)NC1CCCC=2C3=CC(=CC=C3NC12)C1=C2C=CC=NC2=CC=C1